NC=1N=CC(=NC1CNC(C(C)C)=O)C1CCC(CC1)NC(OC(C)(C)C)=O tert-Butyl (4-(5-amino-6-(isobutyramidomethyl)pyrazin-2-yl)cyclohexyl)carbamate